NC1=CC=C2C=3C=CC(=CC3CC2=C1)C=1C(=NN(N1)COCC[Si](C)(C)C)C(=O)OCC ethyl 5-(7-amino-9H-fluoren-2-yl)-2-((2-(trimethylsilyl)ethoxy)methyl)-2H-1,2,3-triazole-4-carboxylate